(3-fluoro-4-nitrophenyl)(morpholinyl)methanone FC=1C=C(C=CC1[N+](=O)[O-])C(=O)N1CCOCC1